BrC1=CC=C(C=C1)C=CC(=O)C1=C(C=C(C=C1)OCC(=C)C)O 3-(4-Bromophenyl)-1-[2-hydroxy-4-(2-methylprop-2-enoxy)phenyl]prop-2-en-1-one